BrC1=C(C(=O)NC=2C(=NC=CC2)C2=CC(=CC=C2)C(F)(F)F)C=CC=C1 bromo-N-(2-(3-(trifluoromethyl)phenyl)pyridin-3-yl)benzamide